S1C(=CC=C1)N[C@@H](C)C(=O)O L-2-thieneylalanine